N-(8-Fluoro-2-methylimidazo[1,2-a]pyridin-6-yl)-5-(hexahydropyrrolo[3,4-c]pyrrol-2(1H)-yl)pyrazine-2-carboxamide FC=1C=2N(C=C(C1)NC(=O)C1=NC=C(N=C1)N1CC3CNCC3C1)C=C(N2)C